COC=1C=2N(C=CC1[C@@H](C(F)(F)F)O)N=CC2NC2=C(N=NC(=C2)NC(=O)[C@H]2CC21CC1)C(=O)NC([2H])([2H])[2H] |o1:27| 4-((4-Methoxy-5-((S)-2,2,2-trifluoro-1-hydroxyethyl)pyrazolo[1,5-a]pyridin-3-yl)amino)-N-(methyl-d3)-6-((S*)-spiro[2.2]pentane-1-carboxamido)pyridazine-3-carboxamide